C(C=C)(=O)N1CC(CC1)C=1C=C(N2C=NC=CC21)C2=C(C=C(C(=O)NC1=NC=CC(=C1)C#N)C=C2)Cl 4-(5-(1-acryloylpyrrolidin-3-yl)pyrrolo[1,2-c]pyrimidin-7-yl)-3-chloro-N-(4-cyanopyridin-2-yl)benzamide